8-Methyl-2-[2-(pyridin-2-yl)ethyl]-4,5-dihydro-2H-furo[2,3-g]indazole-7-carboxylic acid CC1=C(OC=2CCC3=CN(N=C3C21)CCC2=NC=CC=C2)C(=O)O